ClC1=C(C=C(C(=C1)Cl)C)S(=O)(=O)Cl 2,4-dichloro-5-methylbenzenesulfonyl chloride